vinyl-3,5-morpholindione C(=C)N1C(COCC1=O)=O